FC(C=1C=CC=2N(N1)C(=CN2)C=2C=C(NC(C2)=O)N2CC(CCC2)CS(=O)(=O)N)F (1-(4-(6-(difluoromethyl)imidazo[1,2-b]pyridazin-3-yl)-6-oxo-1,6-dihydropyridin-2-yl)piperidin-3-yl)methanesulfonamide